6-(Acrylamidomethyl)-2-(4-phenoxyphenyl)-4,5,6,7-tetrahydropyrazolo[1,5-a]pyrimidine-3-carboxamide C(C=C)(=O)NCC1CNC=2N(C1)N=C(C2C(=O)N)C2=CC=C(C=C2)OC2=CC=CC=C2